CN1CCN(CC1)C1=C(C=C(N)C=C1)C=1C=NN(C1)C 4-(4-methylpiperazin-1-yl)-3-(1-methylpyrazol-4-yl)aniline